1-(((S)-7-((2S,4R)-4-Amino-2-phenylpiperidine-1-carbonyl)-10-methoxy-7-azaspiro[4.5]decan-10-yl)methyl)-4-phenylpyridin-2(1H)-one N[C@H]1C[C@H](N(CC1)C(=O)N1CC2(CCCC2)[C@](CC1)(OC)CN1C(C=C(C=C1)C1=CC=CC=C1)=O)C1=CC=CC=C1